ethyl 2-((1-methyl-4-oxo-2-(trifluoromethyl)-1,4-dihydroquinolin-6-yl) amino)-1-((2-(trimethylsilyl) ethoxy) methyl)-1H-imidazole-5-carboxylate CN1C(=CC(C2=CC(=CC=C12)NC=1N(C(=CN1)C(=O)OCC)COCC[Si](C)(C)C)=O)C(F)(F)F